O=C(CN1C=CC=C1)N1CCN(CC1)C1=NC=C(C=N1)C(F)(F)F 1-(2-oxo-2-(4-(5-(trifluoromethyl)pyrimidin-2-yl)piperazin-1-yl)ethyl)pyrrol